C(CCC)[Sn](C=CC)(CCCC)CCCC tri-n-butyl-(propenyl)tin